ClC1=CC(=C(N=N1)SCC[Si](C)(C)C)N 6-chloro-3-{[2-(trimethylsilyl)ethyl]sulfanyl}pyridazin-4-amine